FC1=CC=C(C=C1)[C@H](C(=O)NC1=NC=CC(=C1)C1=C(C2=NC=CC=C2N1)C1=CC=CC=C1)C (2R)-2-(4-Fluorophenyl)-N-[4-(3-phenyl-1H-pyrrolo[3,2-b]pyridin-2-yl)pyridin-2-yl]propanamid